ClC1=NN(C2=CC3=C(C=C12)C(=CC=C3)C=C)C3OCCCC3 chloro-1-(tetrahydro-2H-pyran-2-yl)-5-vinyl-1H-benzo[f]Indazole